Lithium 2-chloro-3-(3-hydroxyazetidin-1-yl)benzoate ClC1=C(C(=O)[O-])C=CC=C1N1CC(C1)O.[Li+]